tetrahydro-pyrimido[6,1-c][1,4]oxazine-6,8-dione oxalate C(C(=O)O)(=O)O.C1OCCN2C1CC(NC2=O)=O